(4-ethoxy-2-(4-methyl-1H-imidazol-1-yl)quinolin-6-yl)oxetan-3-carboxamide tert-butyl-(Z)-3-fluoro-4-hydroxybut-2-enylcarbamate C(C)(C)(C)OC(NC\C=C(\CO)/F)=O.C(C)OC1=CC(=NC2=CC=C(C=C12)C1OCC1C(=O)N)N1C=NC(=C1)C